5-fluoro-2-(methoxy-d3)benzoate FC=1C=CC(=C(C(=O)[O-])C1)OC([2H])([2H])[2H]